ClC1=NC=C(C(=N1)C1=CC(=NC=C1)C)Cl 2,5-dichloro-4-(2-methylpyridin-4-yl)pyrimidine